N-toluenesulfonyl-L-glutamate C(C1=CC=CC=C1)S(=O)(=O)N[C@@H](CCC(=O)[O-])C(=O)[O-]